FC1=CC(=CC(=N1)N1C(C2=C(N=C(N=C2)C=2NC=CC2)CC1)C)OC 2-[6-(6-fluoro-4-methoxy-2-pyridyl)-5-methyl-7,8-dihydro-5H-pyrido[4,3-d]Pyrimidin-2-yl]Azole